{3-[{(1R)-1-[1-benzyl-4-(2,5-difluorophenyl)-1H-pyrrol-2-yl]-2,2-dimethylpropyl}(chloroacetyl)amino]propyl}carbamic acid C(C1=CC=CC=C1)N1C(=CC(=C1)C1=C(C=CC(=C1)F)F)[C@@H](C(C)(C)C)N(CCCNC(O)=O)C(CCl)=O